2-isopropyl-1'-(7-methoxy-1,3-dimethyl-1H-indazole-5-carbonyl)-5H-spiro[benzo[d]thiazole-6,4'-piperidin]-4(7H)-one C(C)(C)C=1SC2=C(N1)C(CC1(CCN(CC1)C(=O)C=1C=C3C(=NN(C3=C(C1)OC)C)C)C2)=O